NC1=CC(=NO1)C1CCN(CC1)C(=O)C1=CC(=C(C=C1)OC(F)(F)F)F (4-(5-aminoisoxazol-3-yl)piperidin-1-yl)(3-fluoro-4-(trifluoromethoxy)phenyl)methanone